3-tert-butylcarbazole C(C)(C)(C)C=1C=CC=2NC3=CC=CC=C3C2C1